CC=1C(=C2C=NNC2=CC1)C1CCCC2=C(N=C(N=C2N2CCNCC2)OC[C@H]2N(CCC2)C)C1 8-(5-methyl-1H-indazol-4-yl)-2-(((S)-1-methylpyrrolidin-2-yl)methoxy)-4-(piperazin-1-yl)-6,7,8,9-tetrahydro-5H-cyclohepta[d]pyrimidine